O=C1NC(CCC1NC=1C=C(C(=O)N2CCC(CC2)CN2CCCCC2)C=CC1)=O 1-((1-(3-((2,6-dioxopiperidin-3-yl)amino)benzoyl)piperidin-4-yl)methyl)piperidin